C(N)(=N)C=1C=C(SC1)CNC(=O)[C@@H]1C[C@H](CN1C(CNC(C1=CC=C(C=C1)OC1=CC=CC=C1)=O)=O)N1CCCC1 (3'R,5'S)-N-((4-carbamimidoylthiophen-2-yl)methyl)-1'-((4-phenoxybenzoyl)glycyl)-[1,3'-bipyrrolidine]-5'-carboxamide